(S)-2,3-dichloro-4-(4-(4-fluoropiperidine-1-carbonyl)-2-(5-(2-hydroxypropan-2-yl)isoOxazol-3-yl)thiazol-5-yl)-N-(1,1,1-trifluoropropan-2-yl)benzenesulfonamide ClC1=C(C=CC(=C1Cl)C1=C(N=C(S1)C1=NOC(=C1)C(C)(C)O)C(=O)N1CCC(CC1)F)S(=O)(=O)N[C@H](C(F)(F)F)C